N-hydroxy-4,6-dimethyl-2-[4-(trifluoromethyl)anilino]pyridine-3-carboxamidine ONC(=N)C=1C(=NC(=CC1C)C)NC1=CC=C(C=C1)C(F)(F)F